tert-Butyl 4-(4-bromophenyl)-3-oxobutanoate BrC1=CC=C(C=C1)CC(CC(=O)OC(C)(C)C)=O